2-hydroxy-N-((6aR,8R)-5-(4-(trifluoromethyl)phenyl)-5,6,6a,7,8,9-hexahydropyrido[3,2-e]pyrrolo[1,2-a]pyrazin-8-yl)acetamide OCC(=O)N[C@@H]1C[C@H]2N(C3=C(N(C2)C2=CC=C(C=C2)C(F)(F)F)C=CC=N3)C1